1-(3-(benzyloxy)cyclobutyl)-2-(trifluoromethyl)benzene C(C1=CC=CC=C1)OC1CC(C1)C1=C(C=CC=C1)C(F)(F)F